COC=1C=C(\C=N\NC(=O)C2=NC(=CN=C2CC)C2=CC=C(C=C2)OCC)C=C(C1)OC (E)-N'-(3,5-dimethoxybenzylidene)-6-(4-ethoxyphenyl)-3-ethylpyrazine-2-carbohydrazide